CC1(CC2=CC=C(C=C2C1)C)C=O 2,5-dimethyl-2,3-dihydro-1H-inden-2-carbaldehyde